FC1C(C1)N1C(C(=CC=C1)NC(=O)C1=CC=2C(N=C1OC(C)C)=NN(C2)[C@]21CO[C@@](C2)(C1)C)=O (trans)-N-(1-(2-fluorocyclopropyl)-2-oxo-1,2-dihydropyridin-3-yl)-6-isopropoxy-2-(1-methyl-2-oxabicyclo[2.1.1]hex-4-yl)-2H-pyrazolo[3,4-b]pyridine-5-carboxamide